N-((((9H-fluoren-9-yl)methoxy)carbonyl)-L-valyl)-O-((2R,3R,4S,5S,6S)-3,4,5-triacetoxy-6-(methoxycarbonyl)tetrahydro-2H-pyran-2-yl)-L-serine C1=CC=CC=2C3=CC=CC=C3C(C12)COC(=O)N[C@@H](C(C)C)C(=O)N[C@@H](CO[C@@H]1O[C@@H]([C@H]([C@@H]([C@H]1OC(C)=O)OC(C)=O)OC(C)=O)C(=O)OC)C(=O)O